(6S)-6-(2-Chloro-3-{[4-(trifluoromethyl)pyridin-3-yl]-amino}phenyl)-2-imino-6-methyl-3-(tetrahydropyran-4-yl)hexahydropyrimidin-4-one ClC1=C(C=CC=C1NC=1C=NC=CC1C(F)(F)F)[C@@]1(CC(N(C(N1)=N)C1CCOCC1)=O)C